OC[C@H](C1=CC=CC=C1)NC1=CC(=NC=C1C=1OC=NN1)NC1=CC=C2C(=N1)N(NC2=O)C(C)C (S)-6-((4-((2-hydroxy-1-phenylethyl)amino)-5-(1,3,4-oxadiazol-2-yl)pyridin-2-yl)amino)-1-isopropyl-1,2-dihydro-3H-pyrazolo[3,4-b]pyridin-3-one